diphenyl (2-methacroyloxyethyl) phosphate P(=O)(OC1=CC=CC=C1)(OC1=CC=CC=C1)OCCOC(=O)C(=C)C